dichlorobis(di-tert-butylphosphino)palladium Cl[Pd](P(C(C)(C)C)C(C)(C)C)(P(C(C)(C)C)C(C)(C)C)Cl